ClC(C([2H])([2H])N(C1=CC2=C(N(C(=N2)CC[C@@H](C(=O)OC)NC(=O)OC(C)(C)C)C)C=C1)C(C(Cl)([2H])[2H])([2H])[2H])([2H])[2H] Methyl (2S)-4-[5-[bis(2-chloro-1,1,2,2-tetradeutero-ethyl)amino]-1-methyl-benzimidazol-2-yl]-2-(tert-butoxycarbonylamino)butanoate